6-(4-fluorophenoxy)-1H-indole-2-carboxylic acid FC1=CC=C(OC2=CC=C3C=C(NC3=C2)C(=O)O)C=C1